6-bromo-4-chloro-5-[(cyclopropylmethyl)(2-methylprop-2-en-1-yl)amino]-2-(2-methyl-2H-indazol-5-yl)-2,3-dihydropyridazin-3-one BrC=1C(=C(C(N(N1)C1=CC2=CN(N=C2C=C1)C)=O)Cl)N(CC(=C)C)CC1CC1